COC([C@H](CC1=C(N(C2=CC=CC=C12)C(=O)OC(C)(C)C)C)NC)=O Tert-Butyl 3-[(2S)-3-methoxy-2-(methylamino)-3-oxopropyl]-2-methyl-1H-indole-1-carboxylate